quinoline-3-sulfonamide N1=CC(=CC2=CC=CC=C12)S(=O)(=O)N